FC(OC1=C(C(=CC(=C1)C=1N(N=C2C=C(C=C(C12)C(F)F)C=1C=NNC1)C)OC)C(=O)N1CC(C1)(C(F)(F)F)O)F [2-(difluoromethoxy)-4-[4-(difluoromethyl)-2-methyl-6-(1H-pyrazol-4-yl)indazol-3-yl]-6-methoxyphenyl]-[3-hydroxy-3-(trifluoromethyl)azetidin-1-yl]methanone